[Br-].C(CCCCC)N1C(N(C=C1)C)C 1-hexyl-2,3-dimethylimidazole bromide salt